C1(CCCC1)N1N=NC2=C1C=CC(=C2)C2=NOC(=N2)C2=CC(=CC=C2)OC(F)(F)F 3-(1-cyclopentyl-1H-benzo[d][1,2,3]triazol-5-yl)-5-(3-(trifluoromethoxy)phenyl)-1,2,4-oxadiazole